N-(5-(oxetan-3-yl)pyridin-2-yl)thiazole-4-carboxamide O1CC(C1)C=1C=CC(=NC1)NC(=O)C=1N=CSC1